BrC1=C(C(=C2N(C(CN(S2(=O)=O)C2CCCCC2)C(=O)OC)C1=O)C1=CC(=CC=C1)C(F)(F)F)CC1=CC=CC2=CC=CC=C12 Methyl 7-bromo-2-cyclohexyl-8-(naphthalen-1-ylmethyl)-6-oxo-9-(3-(trifluoromethyl)phenyl)-3,4-dihydro-2H,6H-pyrido[1,2-e][1,2,5]thiadiazine-4-carboxylate 1,1-dioxide